ClC1=C(C=CC=C1)[C@@H](C)NC(=O)C1=CC2=CC=CC(=C2C=C1)C1=CC=C(C=C1)C(F)(F)F (R)-N-(1-(2-chlorophenyl)ethyl)-5-(4-(trifluoromethyl)phenyl)-2-naphthamide